CC=1NC(=NN1)C1=CC=C(C(=O)[O-])C=C1 4-(5-methyl-4H-1,2,4-triazol-3-yl)benzoate